(E)-4-(2-fluorostyryl)-N,N-diphenylaniline FC1=C(/C=C/C2=CC=C(N(C3=CC=CC=C3)C3=CC=CC=C3)C=C2)C=CC=C1